tris(triethylphenyl) phosphate P(=O)(OC1=C(C(=C(C=C1)CC)CC)CC)(OC1=C(C(=C(C=C1)CC)CC)CC)OC1=C(C(=C(C=C1)CC)CC)CC